C(C)(C)(C)OC(=O)N1CC(C1)C1=CC=CC2=CC(=CC=C12)F 3-(6-Fluoronaphthalen-1-yl)azetidine-1-carboxylic acid tert-butyl ester